3-(5-(((1R,3S,4S)-2-azabicyclo[2.2.1]heptan-3-yl)methoxy)-1-oxoisoindolin-2-yl)piperidine-2,6-dione [C@@H]12N[C@@H]([C@@H](CC1)C2)COC=2C=C1CN(C(C1=CC2)=O)C2C(NC(CC2)=O)=O